C=1(C(=CC=CC1)C(=O)OCC)C ethyl toluate